C(C1=CC=CC=C1)O[C@@H]1[C@@H](O[C@@H]([C@H]1OCC1=CC=CC=C1)COCC1=CC=CC=C1)N1C=C2CCCSC=3C2=C1N=CN3 2-(2,3,5-tri-O-benzyl-β-D-arabinofuranosyl)-2,7,8,9-tetrahydro-6-thia-2,3,5-triazabenzo[cd]azulene